C(C)OC(=O)C1=C(N(C(C=2C=C(C(=NC12)Cl)C)=O)C1=C(C(=CC=C1C)OCOC)C)N 7-amino-2-chloro-6-(3-(methoxymethoxy)-2,6-dimethylphenyl)-3-methyl-5-oxo-5,6-dihydro-1,6-naphthyridine-8-carboxylic acid ethyl ester